(R)-7-(6-(1-(2,2-difluoro-1-(4-fluoro-phenyl)propyl)-1H-pyrazol-4-yl)pyrazin-2-yl)-6-fluoro-8-methyl-[1,2,4]triazolo[1,5-a]-pyridin-2-amine FC([C@@H](C1=CC=C(C=C1)F)N1N=CC(=C1)C1=CN=CC(=N1)C1=C(C=2N(C=C1F)N=C(N2)N)C)(C)F